FC1(CC2(C1)C[C@H](N(CC2)CC2=C1C=CNC1=C(C=C2OC)C)C2=CC=C(C=C2)C(=O)N2CC1(C2)CNC1)F (S)-(4-(2,2-difluoro-7-((5-methoxy-7-methyl-1H-indol-4-yl)methyl)-7-azaspiro[3.5]nonan-6-yl)phenyl)(2,6-diazaspiro[3.3]heptan-2-yl)methanone